4-[4-(4-methyl-2-methylamino-thiazol-5-yl)-pyrimidin-2-ylamino]-phenol CC=1N=C(SC1C1=NC(=NC=C1)NC1=CC=C(C=C1)O)NC